4-(5-morpholinobenzo[d]oxazol-2-yl)-2,7-naphthyridine-1,6-diamine O1CCN(CC1)C=1C=CC2=C(N=C(O2)C2=CN=C(C3=CN=C(C=C23)N)N)C1